2-[2-(2,6-dichlorophenyl)ethyl]hydrazine ClC1=C(C(=CC=C1)Cl)CCNN